N-[(1R)-1-(3,5-diethoxy-4-methylphenyl)ethyl]butyramide C(C)OC=1C=C(C=C(C1C)OCC)[C@@H](C)NC(CCC)=O